[(3aS,7aS)-3a-(3,4-dimethoxyphenyl)-1-methyl-3,4,5,7a-tetrahydro-2H-indol-6-yl]acetate COC=1C=C(C=CC1OC)[C@@]12CCN([C@H]2C=C(CC1)CC(=O)[O-])C